C1(CC1)C1=CC=2N(C=C1)N=C(C2C(=O)OC)C(=O)OC dimethyl 5-cyclopropylpyrazolo[1,5-a]pyridine-2,3-dicarboxylate